C(C)(=O)N1CCC(CC1)NCC=1C(=C(C=CC1)NC=1C(=C(C=CC1)C1=C(C(=NC=C1)C1=CC(=C(CNCC2CCC(N2)=O)C=C1)OC)Cl)Cl)F 5-(((4-(4-(3-((3-(((1-acetylpiperidin-4-yl)amino)methyl)-2-fluorophenyl)amino)-2-chlorophenyl)-3-chloropyridin-2-yl)-2-methoxybenzyl)amino)methyl)pyrrolidin-2-one